CS(=O)(=O)[O-].C(CCC)[N+]1(CCCC1)CC 1-butyl-1-ethylpyrrolidinium methanesulfonate